(5-methyl-2,5-diazaspiro[3.5]nonan-2-yl)methanone CN1C2(CN(C2)C=O)CCCC1